P(=O)(OCC)(OCC)OC=1C=NC=CC1N diethyl (4-aminopyridin-3-yl) phosphate